5-(2,3-difluorophenyl)-6-methyl-2,3-dihydro[1,3]thiazolo[4,5-b]pyridine FC1=C(C=CC=C1F)C1=C(C=C2C(=N1)NCS2)C